(S)-1-(1-((5-(4-((6-(((2-(methylsulfonyl)ethyl)amino)methyl)pyridin-3-yl)ethynyl)benzeneyl)isoxazol-3-yl)methyl)-1H-imidazol-2-yl)ethan-1-ol CS(=O)(=O)CCNCC1=CC=C(C=N1)C#CC1=CC=C(C=C1)C1=CC(=NO1)CN1C(=NC=C1)[C@H](C)O